(3R)-3-(4-Chlorophenyl)-2-[(1S)-1-(4-Chlorophenyl)ethyl]-3-{[(3R,4S)-4-hydroxyoxolan-3-yl]oxy}-6-(2-hydroxypropan-2-yl)-2,3-dihydro-1H-isoindol-1-on ClC1=CC=C(C=C1)[C@@]1(N(C(C2=CC(=CC=C12)C(C)(C)O)=O)[C@@H](C)C1=CC=C(C=C1)Cl)O[C@@H]1COC[C@@H]1O